FC(C1=CC=C(C(=O)C2=CC=NN2C2CCN(CC2)C(C=C)=O)C=C1)(F)F 1-(4-(5-(4-(trifluoromethyl)benzoyl)-1H-pyrazol-1-yl)piperidin-1-yl)prop-2-en-1-one